N-((5-(tert-butyl)-2-methoxyphenyl)sulfonyl)-3-(methoxymethyl)-1-methyl-1H-indole-6-carboxamide C(C)(C)(C)C=1C=CC(=C(C1)S(=O)(=O)NC(=O)C1=CC=C2C(=CN(C2=C1)C)COC)OC